C(CCC)OC(=O)C=1C2CCC(C1C(=O)OCCCC)C2 bicyclo[2.2.1]hept-2-ene-2,3-dicarboxylic acid dibutyl ester